(E)-4-phenyl-3-buten-2-ol C1(=CC=CC=C1)/C=C/C(C)O